3-(6-bromobenzo[d]thiazol-2-yl)-4,5,6,7-tetrahydrothieno[2,3-c]pyridine-2-amine BrC1=CC2=C(N=C(S2)C2=C(SC=3CNCCC32)N)C=C1